C(C)(C)N1CCN(CC1)C1=CC=C(C=C1)B(O)O 4-(4-isopropylpiperazinyl)phenylboronic acid